C(#N)C1=CC=C(C=N1)C(=O)N(C=1C(=NN(C1)C1CC1)C(F)(F)F)CC=1C=CC=2C3=C(C(=NC2C1)NC(OC(C)(C)C)=O)COC3 tert-butyl N-(7-{[1-(6-cyanopyridin-3-yl)-N-[1-cyclopropyl-3-(trifluoromethyl)-1H-pyrazol-4-yl]formamido]methyl}-1H,3H-furo[3,4-c]quinolin-4-yl)carbamate